CN1N=C(C=C1CN1C(N(C(C2=CC=C(C=C12)C(=O)NCC=1OC2=C(C1)C=C(C=C2)F)C)C)=O)C 1-((1,3-dimethyl-1H-pyrazol-5-yl)methyl)-N-((5-fluorobenzo-furan-2-yl)methyl)-3,4-dimethyl-2-oxo-1,2,3,4-tetrahydro-quinazoline-7-carboxamide